C(CCCCCCCOC1=C(C=C(C=C1OC)CC=1C(=NC(=NC1)N)N)OC)OC1=C(C=C(C=C1OC)CC=1C(=NC(=NC1)N)N)OC 5,5'-(((octane-1,8-diylbis(oxy))bis(3,5-dimethoxy-4,1-phenylene))bis(methylene))bis(pyrimidine-2,4-diamine)